O1C(C1)COS(=O)(=O)C1=CC=C(C=C1)[N+](=O)[O-] 4-nitrobenzenesulfonic acid oxiran-2-ylmethyl ester